FC(C(=O)O)(F)F.CNC=1SC=2[C@H](NCCC2N1)C (R)-N,4-dimethyl-4,5,6,7-tetrahydrothiazolo[5,4-c]pyridin-2-amine 2,2,2-trifluoroacetate